CN(C(C)=O)C1CCN(CC1)C(=O)[O-] 4-(N-methylacetamido)piperidine-1-carboxylate